4,5-dichloro-2-(pyridin-4-yl)pyrido[3,4-d]Pyrimidine ClC=1C2=C(N=C(N1)C1=CC=NC=C1)C=NC=C2Cl